[NH4+].C(C1=CC=CC=C1)(=O)N([C@@H]1CC[C@H](CC1)CS(=O)(=O)[O-])C trans-4-(benzoylmethylamino)cyclohexylmethylsulphonic acid ammonium salt